FC(OCC12CC(CC(N1C(=O)NC1=CC(=C(C=C1)C)C1=NC=C(C=N1)F)C2)C)F 1-(difluoromethoxymethyl)-N-[3-(5-fluoropyrimidin-2-yl)-4-methylphenyl]-3-methyl-6-azabicyclo[3.1.1]heptane-6-carboxamide